2-(2-(methylamino)ethyl)isothiazolidine 1,1-dioxide CNCCN1S(CCC1)(=O)=O